FC1=CC=C(OC=2C=CC(=NC2)NC(C(C)N2C[C@@H](N(CC2)CC=2C=NC(=CC2)OC)C(F)(F)F)=O)C=C1 N-(5-(4-fluorophenoxy)pyridin-2-yl)-2-((R)-4-((6-methoxypyridin-3-yl)methyl)-3-(trifluoromethyl)piperazin-1-yl)propanamide